2-[(2S)-2-methylazetidin-1-yl]-4-pyrazin-2-yl-6,7-dihydro-5H-cyclopenta[d]pyrimidine C[C@@H]1N(CC1)C=1N=C(C2=C(N1)CCC2)C2=NC=CN=C2